1-propionyl-2-methyl-lysergic acid diethylamide C(C)N(C(=O)[C@H]1CN(C)[C@@H]2CC3=C(N(C4=CC=CC(C2=C1)=C34)C(CC)=O)C)CC